C(CCCCCC)C1C(N[C@H](C(NC2C(N(C(C(C/C=C/CCCC1)C2)=O)C)O)=O)CC(C)C)=O (4S,E)-7-heptyl-18-hydroxy-4-isobutyl-17-methyl-2,5,17-triazabicyclo[13.3.1]nonadec-12-ene-3,6,16-trione